[Na].C1CCC2=C(C=3CCCC3C=C12)NC(NS(N(C=1C=NN(C1)C1COC1)C1CCN(CC1)C)(=O)=O)=O 3-(1,2,3,5,6,7-hexahydro-s-indacen-4-yl)-1-[(1-methylpiperidin-4-yl)[1-(oxetan-3-yl)-1H-pyrazol-4-yl]sulfamoyl]urea sodium salt